piperidine-3-carboxylic acid [(R)-1-(6-methyl-pyridin-2-yl)-ethyl]-amide CC1=CC=CC(=N1)[C@@H](C)NC(=O)C1CNCCC1